NC(C(=O)O)(CCCCB(O)O)CCCN1CCN(CC1)C(=O)NC1=CC(=CC=C1)OC 2-amino-6-borono-2-(3-(4-(3-methoxyphenylaminocarbonyl)piperazin-1-yl)propyl)hexanoic acid